3-[1-(3-Carboxy-2-chlorobenzoyl)-5-[(5-chlorothiophen-2-yl)methoxy]-4-methyl-1H-pyrazol-3-yl]-1-(2,2-dimethylpropanoyl)pyrrolidin C(=O)(O)C=1C(=C(C(=O)N2N=C(C(=C2OCC=2SC(=CC2)Cl)C)C2CN(CC2)C(C(C)(C)C)=O)C=CC1)Cl